trans-N-((2-(((2R,5S)-2-(6-aminopyridin-3-yl)-5-methylmorpholino)methyl)cyclopropyl)methyl)-1H-indole-2-carboxamide NC1=CC=C(C=N1)[C@H]1OC[C@@H](N(C1)C[C@H]1[C@@H](C1)CNC(=O)C=1NC2=CC=CC=C2C1)C